CC1=NC(=C(C2=CC=C(C=C12)C1=C(C=CC=C1C)F)C(=O)O)N methyl-3-amino-7-(2-fluoro-6-methyl-phenyl)isoquinoline-4-carboxylic acid